4-{[4-(4-cyanophenyl)piperazin-1-yl]methyl}-7-hydroxybenzofuran C(#N)C1=CC=C(C=C1)N1CCN(CC1)CC1=CC=C(C2=C1C=CO2)O